Cis-6-Bromo-3-(4-(4-ethyl-3-methyl-2-(1H-pyrazol-4-yl)piperazin-1-yl)pyrimidin-2-yl)imidazo[1,2-a]pyrazine BrC=1N=CC=2N(C1)C(=CN2)C2=NC=CC(=N2)N2[C@H]([C@H](N(CC2)CC)C)C=2C=NNC2